ClC=1C=C2C(=NC1OC)C(=C(N2C)C2=NC(=NN2)C(C)(F)F)N2C=NC=C2 6-chloro-2-(3-(1,1-difluoroethyl)-1H-1,2,4-triazol-5-yl)-3-(1H-imidazol-1-yl)-5-methoxy-1-methyl-1H-pyrrolo[3,2-b]pyridine